4-isoOxazoleboronic acid pinacol ester O1N=CC(=C1)B1OC(C)(C)C(C)(C)O1